(2S,3S)-(-)-tartrate C(=O)([O-])C(O)C(O)C(=O)[O-]